2-(3-bromo-4-methylphenyl)-3,3-difluoro-2-hydroxypropionitrile BrC=1C=C(C=CC1C)C(C#N)(C(F)F)O